ethyl (S)-2-amino-3-(6-(1-methyl-2,4-dioxo-1,5,7,8-tetrahydro-2H-pyrano[4,3-d]pyrimidin-3(4H)-yl)pyridin-3-yl)propanoate N[C@H](C(=O)OCC)CC=1C=NC(=CC1)N1C(N(C2=C(C1=O)COCC2)C)=O